FC1=C(C=CC=C1)S(=O)(C)=NCC1=CC=C(C#N)C=C1 4-((((2-Fluorophenyl)(methyl)(oxo)-λ6-sulfanylidene)amino)methyl)benzonitrile